COC(=O)C=1N=C2C=3N(N=CC3OCCN2C)C1 6-methyl-7,8-dihydro-6H-9-oxa-2,2a,5,6-tetraazabenzo[cd]azulene-4-carboxylic acid methyl ester